N1=CNC2=NC=CC(=C21)C2CCN(CC2)C(=O)OC(C)(C)C tert-butyl 4-[3H-imidazo[4,5-b]pyridine-7-yl]piperidine-1-carboxylate